C(CC1=CC=CC=C1)C=1C(=C(C=CC1)O)C(C)(C)C1=CC=CC=C1 phenethyl-cumyl-phenol